(R)-tert-butyl (1-(1H-benzo[d]imidazol-2-yl)-4,4-difluoropiperidin-3-yl)carbamate N1C(=NC2=C1C=CC=C2)N2C[C@H](C(CC2)(F)F)NC(OC(C)(C)C)=O